1-((3R,4S)-3-(pyrimidin-2-ylamino)-4-((E)-4-(trifluoromethyl)styryl)pyrrolidin-1-yl)prop-2-en-1-one N1=C(N=CC=C1)N[C@H]1CN(C[C@@H]1\C=C\C1=CC=C(C=C1)C(F)(F)F)C(C=C)=O